7,7'-(2-bromo-5-(trimethylsilyl)-1,3-phenylene)bis(7H-dibenzo[b,g]carbazole) BrC1=C(C=C(C=C1N1C2=CC=C3C(=C2C=2C=C4C(=CC12)C=CC=C4)C=CC=C3)[Si](C)(C)C)N3C4=CC=C1C(=C4C=4C=C2C(=CC34)C=CC=C2)C=CC=C1